methyl 5-((4-bromo-6,7-difluoro-1H-indol-5-yl)thio)-2-fluorobenzimidothioate BrC1=C2C=CNC2=C(C(=C1SC=1C=CC(=C(C(=N)SC)C1)F)F)F